4-(2-(2-((3R,5R,7R)-adamantan-1-yl)acetamido)ethyl)piperazine-1-carboxylic acid tert-butyl ester C(C)(C)(C)OC(=O)N1CCN(CC1)CCNC(CC12CC3CC(CC(C1)C3)C2)=O